dibutyl-tin mono-maleate C(\C=C/C(=O)[O-])(=O)[O-].C(CCC)[Sn+2]CCCC